FC1(C(OC(C(O1)(F)F)(C(F)(F)F)F)=O)C(F)(F)F 3,5,5,6-tetrafluoro-3,6-bis(trifluoromethyl)-1,4-dioxan-2-one